tert-butyl (4S)-4-(4-{2-[(1R,3R)-5-(4-amino-3-methoxybenzoyl)-5-azaspiro[2.5]octan-1-yl]ethynyl}-1-oxo-3H-isoindol-2-yl)-4-carbamoylbutanoate NC1=C(C=C(C(=O)N2C[C@@]3(C[C@@H]3C#CC3=C4CN(C(C4=CC=C3)=O)[C@@H](CCC(=O)OC(C)(C)C)C(N)=O)CCC2)C=C1)OC